ClC1=CC=C(CN2C(=C(C3=CC(=CC=C23)C(C)C)S(=O)CC(C)(C)C)CC(C(=O)O)(C)C)C=C1 3-(1-(4-chlorobenzyl)-5-isopropyl-3-(neopentylsulfinyl)-1H-indol-2-yl)-2,2-dimethylpropanoic acid